C(C)C1N(C2=CC=C(C=C2CC1)CC)S(=O)(=O)C=1C=CC(=C(C#N)C1)O 5-((2,6-diethyl-3,4-dihydroquinolin-1(2H)-yl)sulfonyl)-2-hydroxybenzonitrile